C12(CC3CC(CC(C1)C3)C2)NCCCCCCNC(=O)C2=NN(C(=C2C)C2=CC=C(C=C2)Cl)C2=C(C=C(C=C2)Cl)Cl N-(6-(((3s,5s,7s)-adamantan-1-yl)amino)hexyl)-5-(4-chlorophenyl)-1-(2,4-dichlorophenyl)-4-methyl-1H-pyrazole-3-carboxamide